2-((quinolin-4-ylmethyl)amino)-9-(5,6,7,8-tetrahydro-1,8-naphthyridin-2-yl)nonanoic acid N1=CC=C(C2=CC=CC=C12)CNC(C(=O)O)CCCCCCCC1=NC=2NCCCC2C=C1